CN1CC(C1)(C)[C@@](C=1C=C(C=NC1)C1=NOC(=N1)C1CC(N(C1)CC=1OC=CC1)=O)(C1=CC=C(C=C1)C(C)C)O 4-(3-{5-[(R)-(1,3-Dimethyl-azetidin-3-yl)-hydroxy-(4-isopropyl-phenyl)-methyl]-pyridin-3-yl}-[1,2,4]oxadiazol-5-yl)-1-furan-2-ylmethyl-pyrrolidin-2-one